O=C(C(=O)N)CCC(C(=O)N)NC(=O)[C@H]1NCCCC1 2-oxo-5-((S)-piperidin-2-carboxamido)hexandiamid